C(=O)([O-])[C@H](O)[C@@H](O)C(=O)[O-] l-(+)-tartrate